ClC1=CC=C(S1)CCCCNC(=O)[C@H]1N(C[C@@H](C1)O)C([C@H](C(C)(C)C)N1N=NC(=C1)C1CC1)=O (2S,4R)-N-[4-(5-chloro-2-thienyl)butyl]-1-[(2S)-2-(4-cyclopropyltriazol-1-yl)-3,3-dimethyl-butanoyl]-4-hydroxy-pyrrolidine-2-carboxamide